1-((7-(Bicyclo[1.1.1]pentan-1-carbonyl)-10-hydroxy-7-azaspiro[4.5]decan-10-yl)methyl)-N,N-dimethyl-6-oxo-4-phenyl-1,6-dihydropyridin-3-carboxamid C12(CC(C1)C2)C(=O)N2CC1(CCCC1)C(CC2)(O)CN2C=C(C(=CC2=O)C2=CC=CC=C2)C(=O)N(C)C